C(CCCCCCCCCCCCCCCCCCCCCCCCCCCCCCCCCCCCCCCCCCCCCCCCC(=O)N)(=O)N hexamethylenebisbehenic acid amide